4-(4-(benzo[b]thiophen-3-yl)-5-methylthiophen-2-yl)-4-oxobutanoic acid S1C2=C(C(=C1)C=1C=C(SC1C)C(CCC(=O)O)=O)C=CC=C2